C(CCCCCCCCCCC)SCCC(=O)OCC(CC(C(=O)[O-])CSCCCCCCCCCCCC)(CC(C(=O)[O-])CSCCCCCCCCCCCC)COC(CCSCCCCCCCCCCCC)=O 2,2-bis({[3-(dodecylthio) propionyl] oxy} methyl)-1,3-propanediyl-bis[3-(dodecylthio) propanoate]